FC(C1=NN(C=C1C1=NC(=CC=C1)C)[C@@H]1C[C@H](C1)CNC=1C=C2C(N(C(C2=CC1)=O)C1C(NC(CC1)=O)=O)=O)F 5-(((trans-3-(3-(difluoromethyl)-4-(6-methylpyridin-2-yl)-1H-pyrazol-1-yl)cyclobutyl)methyl)amino)-2-(2,6-dioxopiperidin-3-yl)isoindoline-1,3-dione